C1(CCC1)OC1=CC=C2C(NN=C(C2=C1)CC=1C=NC=C(C(=O)N2CCN(CC2)C2=NC=C(C#N)C=C2)C1)=O 6-(4-(5-((7-Cyclobutoxy-4-oxo-3,4-dihydrophthalazin-1-yl)methyl)nicotinoyl)piperazin-1-yl)nicotinonitrile